ClC1=CC2=C(NC(C=CC23OCCO3)=O)C=C1 7-chlorospiro[benzo[b]azepin-5,2'-[1,3]dioxolane]-2(1H)-one